6-(1-acetyl-4-hydroxypiperidin-4-yl)-4-{[(1R)-1-[3-(difluoromethyl)-2-fluorophenyl]prop-2-yn-1-yl]amino}-8-methyl-7H,8H-pyrido[2,3-d]pyrimidin-7-one C(C)(=O)N1CCC(CC1)(O)C1=CC2=C(N=CN=C2N[C@H](C#C)C2=C(C(=CC=C2)C(F)F)F)N(C1=O)C